4-Bromo-6-tert-butyl-2-methyl-1-indanone BrC1=C2CC(C(C2=CC(=C1)C(C)(C)C)=O)C